C(#N)N1CC(CCC1)(C(=O)NC1=NC=CC(=C1)C1=CC=CC=C1)F 1-Cyano-3-fluoro-N-(4-phenylpyridin-2-yl)piperidine-3-carboxamide